FC(C(F)(F)F)(OC=COC(C(=C)F)=O)F α-fluoroacrylic acid pentafluoroethoxyvinyl ester